CC(C(=O)O)OC1=CC=C(C=C1)OC2=CN=C3C=C(C=CC3=N2)Cl The molecule is a monocarboxylic acid that is 2-phenoxypropanoic acid in which the phenyl group is substituted at the para position by a (6-chloroquinoxalin-2-yl)oxy group. It is a quinoxaline derivative, an aromatic ether, a monocarboxylic acid and an organochlorine compound.